The molecule is an aci-nitro compound resulting from the tautomerisation of the nitro group of 3-nitropropanoic acid. It is a conjugate acid of a 3-(dioxido-lambda(5)-azanylidene)propanoate(2-) and a 3-aci-nitropropanoate. It is a tautomer of a 3-nitropropanoic acid. C(/C=[N+](/O)\\[O-])C(=O)O